O=C(C(=O)O)CCCC(=O)O α-ketoadipic acid